C[SiH](C)[Hf](C1C=C(C=C1)CCC)C1C=C(C=C1)CCC dimethylsilylbis(3-n-propyl-cyclopentadienyl)hafnium